tert-Butyl (2-amino-4-chlorophenyl)carbamate NC1=C(C=CC(=C1)Cl)NC(OC(C)(C)C)=O